C(=O)(O)CC1CC(CC1CC(=O)O)C(=O)O 3,4-bis(carboxymethyl)cyclopentanecarboxylic acid